C(C)(C)O[Ti+2]OC(C)C diisopropyloxytitanium (IV)